FC=1C(=C(C=C(C1)[C@@H]1OCCC1)CC(=O)OCC)OC |r| racemic-ethyl 2-(3-fluoro-2-methoxy-5-(tetrahydrofuran-2-yl)phenyl)acetate